CC1(C=2C=CC=CC2C(C2=CC=CC=C12)=O)C 10,10-dimethylanthracene-9(10H)-one